2-((5-(2-methoxy-4-(trifluoromethyl)phenyl)-1-methyl-1H-imidazo[4,5-b]pyridin-2-yl)amino)ethan-1-ol COC1=C(C=CC(=C1)C(F)(F)F)C1=CC=C2C(=N1)N=C(N2C)NCCO